ClC1=CC=C(C(=N1)C=1C=NN(C1)C1CCN(CC1)C)NC(C)C=1C=C(C=C2C(N3CCCN4N=CC(C12)=C43)=O)C 10-(1-((6-chloro-2-(1-(1-methylpiperidin-4-yl)-1H-pyrazol-4-yl)pyridin-3-yl)amino)ethyl)-8-methyl-4,5-dihydro-3H,6H-2,2a,5a-triazaaceanthrylen-6-one